BrC1=CC=C2C=C(C(NC2=C1)=O)C(=O)OC methyl 7-bromo-2-oxo-1,2-dihydroquinoline-3-carboxylate